tert-butyl 3-[(6-bromo-2-pyridyl)oxymethyl]pyrazole-1-carboxylate BrC1=CC=CC(=N1)OCC1=NN(C=C1)C(=O)OC(C)(C)C